2-(trans-4-aminocyclohexyl)acetonitrile N[C@@H]1CC[C@H](CC1)CC#N